N-hydroxy-1-methyl-cyclopropanecarboxamidine ONC(=N)C1(CC1)C